ClC=1N(C(C2=C(N1)N(C=C2C2=C(C1=C(N=CS1)C=C2)Cl)COCC[Si](C)(C)C)=O)C 2-chloro-5-(7-chloro-1,3-benzothiazol-6-yl)-3-methyl-7-{[2-(trimethylsilyl)ethoxy]methyl}-3H,4H,7H-pyrrolo[2,3-d]pyrimidin-4-one